COC1=CC=C(C=C1)C12C[C@H]3C([C@H](CC(C1)C3)C2)C(=O)O (1R,3S,5s,7s)-5-(4-methoxyphenyl)adamantane-2-carboxylic acid